8-bromo-[1,2,4]triazolo[4,3-a]pyridine BrC=1C=2N(C=CC1)C=NN2